ClC1=NC=2CC(CC(C2C=C1C(=O)OC)(C)C)(C)C methyl 2-chloro-5,5,7,7-tetramethyl-5,6,7,8-tetrahydroquinoline-3-carboxylate